(2R,3S)-2-((E)-3-(4,5-dichloro-1H-benzo[d]imidazol-1-yl)prop-1-en-1-yl)piperidin-3-ol ClC1=C(C=CC=2N(C=NC21)C/C=C/[C@H]2NCCC[C@@H]2O)Cl